nitrogen formyl chloride C(=O)Cl.[N]